3-methylsulfanyl-N-(4-methoxyphenyl)propanamide CSCCC(=O)NC1=CC=C(C=C1)OC